S1N=CC=C1C1=CC=C(C=C1)N=C(C)C1=NC=CN=C1 N-(4-(isothiazol-5-yl)phenyl)-1-(pyrazin-2-yl)ethan-1-imine